6-(2-(4-((4-(aminomethyl)phenyl)ethynyl)phenyl)-3-hydroxypropyl)-5-hydroxypyrimidin NCC1=CC=C(C=C1)C#CC1=CC=C(C=C1)C(CC1=C(C=NC=N1)O)CO